2-(4-diethylaminophenyl)-4,6-bis(3,5-dimethylpyrazol-1-yl)-1,3,5-triazine C(C)N(C1=CC=C(C=C1)C1=NC(=NC(=N1)N1N=C(C=C1C)C)N1N=C(C=C1C)C)CC